C(CCCCCCC\C=C/CCCCCCCC)(=O)OCC(COP(=O)(O)O)O (2-hydroxy-3-phosphonooxypropyl) (Z)-octadec-9-enoate